Cl.OC(CC(=O)N1CCN(CC1)C([C@H]1NCCC1)=O)(C)C (S)-3-hydroxy-3-methyl-1-(4-prolylpiperazin-1-yl)butan-1-one hydrochloride